5-(8-((1S,2S)-2-(1'-((1-fluorocyclopropyl)methyl)-2'-oxospiro[cyclopropane-1,3'-indolin]-6'-yl)cyclopropyl)imidazo[1,2-b]pyridazin-6-yl)pyrimidine-2,4(1H,3H)-dione FC1(CC1)CN1C(C2(C3=CC=C(C=C13)[C@@H]1[C@H](C1)C=1C=3N(N=C(C1)C=1C(NC(NC1)=O)=O)C=CN3)CC2)=O